3,7-Dimethyl-2-(tributylstannyl)oct-1,6-dien-3-ol CC(C(=C)[Sn](CCCC)(CCCC)CCCC)(CCC=C(C)C)O